COC1=NNC2=CC=C(C=C12)N1C[C@@H](N([C@H](C1)C)C(=O)OC(C)(C)C)C tert-butyl (2S,6S)-4-(3-methoxy-1H-indazol-5-yl)-2,6-dimethyl-piperazine-1-carboxylate